C1=C(C=CC=2C3=CC=CC=C3NC12)CC(=O)N(C)CC1=CC(=CC=C1)F 2-(9H-carbazol-2-yl)-N-(3-fluorobenzyl)-N-methylacetamide